(S)-N-(3-fluoro-4-((3-((1-hydroxypropan-2-yl)amino)-1H-pyrazolo[3,4-b]pyridin-4-yl)oxy)phenyl)-4-(4-fluorophenyl)-2-isopropyl-3,5-dioxo-2,3,4,5-tetrahydro-1,2,4-triazine-6-carboxamide FC=1C=C(C=CC1OC1=C2C(=NC=C1)NN=C2N[C@H](CO)C)NC(=O)C=2C(N(C(N(N2)C(C)C)=O)C2=CC=C(C=C2)F)=O